C(C)(C)(C)OC(=O)N1C[C@@H](N(CC1)C=1C2=C(N=CN1)N(C=C2C2=C(C=CC=C2)F)C=2SC(=C(N2)C)C(=O)OCC)C Ethyl (S)-2-(4-(4-(tert-butoxycarbonyl)-2-methylpiperazin-1-yl)-5-(2-fluorophenyl)-7H-pyrrolo[2,3-d]pyrimidin-7-yl)-4-methylthiazole-5-carboxylate